5-(2-((4-methoxyphenethyl)amino)pyridin-4-yl)-1H-indazol-3-amine COC1=CC=C(CCNC2=NC=CC(=C2)C=2C=C3C(=NNC3=CC2)N)C=C1